3-(4-((trans-4-morpholinocyclohexyl)amino)-9H-pyrimido[4,5-b]indol-6-yl)benzonitrile O1CCN(CC1)[C@@H]1CC[C@H](CC1)NC1=NC=NC=2NC3=CC=C(C=C3C21)C=2C=C(C#N)C=CC2